7-(3-bromophenyl)-N-(5-chloro-2-methyl-phenyl)-7H-pyrrolo[2,3-d]pyrimidin-2-amine BrC=1C=C(C=CC1)N1C=CC2=C1N=C(N=C2)NC2=C(C=CC(=C2)Cl)C